N-(3-(hydroxymethyl)phenyl)-3-(1-(3-methoxyphenyl)imidazo[1,5-a]pyridin-3-yl)piperidine-1-carboxamide OCC=1C=C(C=CC1)NC(=O)N1CC(CCC1)C1=NC(=C2N1C=CC=C2)C2=CC(=CC=C2)OC